C(#N)C1=C(C=C(C=C1)N1CCC(CC1)C(=O)NC1=NC=C(C=C1)OC1CCNCC1)C(F)(F)F 1-(4-Cyano-3-(trifluoromethyl)phenyl)-N-(5-(piperidin-4-yloxy)pyridin-2-yl)piperidine-4-carboxamide